C(C)N(C1=CC=C2C(=C(C(OC2=C1)OCC)C#N)SCCSCC)CC 7-(diethylamino)-2-ethoxy-4-((2-(ethylthio)ethyl)thio)-2H-chromene-3-carbonitrile